N=1N=C(N2C1C=NC=C2)C(=O)N [1,2,4]triazolo[4,3-a]pyrazine-3-carboxamide